ClC=1N=[N+](C2=C(N1)C=CC=C2)[O-] 3-chlorobenzo[e][1,2,4]Triazine-1-oxide